CC1=NN(C2=NC=C(C=C21)O)C2=CC(=CC=C2)C(F)(F)F 3-methyl-1-(3-(trifluoromethyl)phenyl)-1H-pyrazolo[3,4-b]pyridin-5-ol